C12(CC3CC(CC(C1)C3)C2)OC(=O)COC(=O)C2C3C=CC(C2)C3=O 5-(1-adamantyloxycarbonylmethyloxycarbonyl)-7-oxo-bicyclo[2.2.1]Hept-2-ene